tert-butyl-(phenyl)phosphine oxide C(C)(C)(C)P(C1=CC=CC=C1)=O